4-[3-(2,4-dioxohexahydropyrimidin-1-yl)-5-fluoro-1-methyl-indazol-6-yl]-3,3-difluoro-piperidine-1-carboxylate O=C1N(CCC(N1)=O)C1=NN(C2=CC(=C(C=C12)F)C1C(CN(CC1)C(=O)[O-])(F)F)C